O1C(=CC=C1)C1=NN2C(N=C(N=C2N)N2C[C@@H](CCC2)CN2CCC(CC2)C2=CC=NC=C2)=N1 (S)-2-(furan-2-yl)-5-(3-((4-(pyridin-4-yl)piperidin-1-yl)methyl)piperidin-1-yl)-[1,2,4]triazolo[1,5-a][1,3,5]triazine-7-amine